C1CCC2(C1)CC(=O)N(C(=O)C2)CCCCN3CCN(CC3)C4=NC=CC=N4 The molecule is an azaspiro compound that is 8-azaspiro[4.5]decane-7,9-dione substituted at the nitrogen atom by a 4-(piperazin-1-yl)butyl group which in turn is substituted by a pyrimidin-2-yl group at the N(4) position. It has a role as an anxiolytic drug, a sedative, a serotonergic agonist and an EC 3.4.21.26 (prolyl oligopeptidase) inhibitor. It is an azaspiro compound, a member of pyrimidines, a N-arylpiperazine, a N-alkylpiperazine, a member of piperidones and an organic heteropolycyclic compound. It is a conjugate base of a buspirone(1+).